7-[(1s,3s)-3-(benzyloxy)-3-methylcyclobutyl]-3-chloro-7H-pyrrolo[2,3-c]pyridazin-5-yl acetate C(C)(=O)OC1=CN(C=2N=NC(=CC21)Cl)C2CC(C2)(C)OCC2=CC=CC=C2